3-(4-phenylpiperidin-1-yl)-1,2,3,4-tetrahydronaphthalen-2-ol C1(=CC=CC=C1)C1CCN(CC1)C1C(CC2=CC=CC=C2C1)O